gamma-maleimidooxybutyraldehyde C1(C=CC(N1OCCCC=O)=O)=O